allyl-3,4,5,6-tetrafluoro-N,N-dimethylbenzenesulfonamide C(C=C)C1=C(C(=C(C(=C1F)F)F)F)S(=O)(=O)N(C)C